ClC1=NC(=NC(=N1)OC)N1C=CC=C1 2-chloro-4-methoxy-6-(1H-pyrrol-1-yl)-1,3,5-triazine